(R)-1-(5,8-difluoroisochroman-1-yl)-N-methylmethanamine FC1=C2CCO[C@H](C2=C(C=C1)F)CNC